C(C)(C)(C)OC(NC1(CC1)C([2H])([2H])O[2H])=O (1-((hydroxy-d)methyl-d2)Cyclopropyl)carbamic acid tert-butyl ester